COC1=C(C(=CC2=C1C1=CC(=C(C(C=C1[C@H](CC2)NC(CC)=O)=O)OC)C)OC)OC (S)-N-(1,2,3,10-tetramethoxy-11-methyl-9-oxo-5,6,7,9-tetrahydrobenzo[a]heptalen-7-yl)propanamide